C1(=CC=CC=C1)N1NC2=CC=CC=C2C(C1C1=CC=CC=C1)=O 2,3-diphenyl-4-oxocinnoline